(S)-2-((((9H-fluoren-9-yl)methoxy)carbonyl)amino)-3-(2-cyanobenzo[b]thiophen-4-yl)propionic acid C1=CC=CC=2C3=CC=CC=C3C(C12)COC(=O)N[C@H](C(=O)O)CC1=CC=CC=2SC(=CC21)C#N